C(OC1=CC=2N(C(C=C(N2)C(F)(F)F)=O)C=C1)([2H])([2H])[2H] 8-(methoxy-d3)-2-(trifluoromethyl)-4H-pyrido[1,2-a]pyrimidin-4-one